BrC=1C=CC2=C(N=C(S2)C2CC(NCC2)(C)C)C1 5-bromo-2-(2,2-dimethyl-4-piperidyl)-1,3-benzothiazole